Silicon Dichloride [Si](Cl)Cl